FC(C1=NN=C(S1)N1C=2N(C3=C1C=C(C=C3N3CC(CCC3)O)S(=O)(=O)NC3(CC3)C)C=CN2)F 9-(5-(Difluoromethyl)-1,3,4-thiadiazol-2-yl)-5-(3-hydroxypiperidin-1-yl)-N-(1-methylcyclopropyl)-9H-benzo[d]imidazo[1,2-a]imidazole-7-sulfonamide